1-((3aR,5s,6aS)-5-((6-(1-methyl-1H-pyrazol-4-yl)pyrazolo[1,5-a]pyrazin-4-yl)oxy)hexahydrocyclopenta[c]pyrrol-2(1H)-yl)prop-2-en-1-one CN1N=CC(=C1)C=1N=C(C=2N(C1)N=CC2)OC2C[C@@H]1[C@@H](CN(C1)C(C=C)=O)C2